CNC(C1=C(C=CC=C1)SC1=CC=C2C(=NNC2=C1)\C=C\C1=NN(C=C1)CCCN1CCCC1)=O N-methyl-2-({3-[(E)-2-{1-[3-(pyrrolidin-1-yl)propyl]-1H-pyrazol-3-yl}vinyl]-1H-indazol-6-yl}thio)benzamide